ClC=1C(=NC(=NC1)NC1=C(C=C(C=C1)N1CCC(CC1)NCCNC1=C2CN(C(C2=CC=C1)=O)C1C(NC(CC1)=O)=O)OC)NC1=C(C=CC=C1)P(=O)(OC)OC 3-(4-((2-((1-(4-((5-chloro-4-((2-(dimethylphosphono)phenyl)amino)pyrimidin-2-yl)amino)-3-methoxyphenyl)piperidin-4-yl)amino)ethyl)amino)-1-oxoisoindolin-2-yl)piperidine-2,6-dione